((2R,3R,4R,5R)-5-(2-acetamido-6-(methylamino)-9H-purin-9-yl)-3-acetoxy-4-fluoro-4-methyltetrahydrofuran-2-yl)methyl isobutyrate C(C(C)C)(=O)OC[C@H]1O[C@H]([C@]([C@@H]1OC(C)=O)(C)F)N1C2=NC(=NC(=C2N=C1)NC)NC(C)=O